N-(1-cyanocyclopropyl)-4-(1-isobutyrylpiperidin-4-yl)-9H-pyrido[2,3-b]Indole-7-sulfonamide C(#N)C1(CC1)NS(=O)(=O)C1=CC=C2C3=C(NC2=C1)N=CC=C3C3CCN(CC3)C(C(C)C)=O